4,4-bis[(3-ethyl-3-oxetanyl)methoxymethyl]biphenyl C(C)C1(COC1)COCC1(CC=C(C=C1)C1=CC=CC=C1)COCC1(COC1)CC